FC(C(CC#N)=O)(F)F 4,4,4-trifluoro-3-oxobutanenitrile